C1(=CC=CC=C1)[P](C1=CC=C(C=C1)C(C)(C)C)=O phenyl-(4-tert-butylphenyl)phosphorus oxide